C=1N=CN2C1C1=CC=CC=C1[C@H]2[C@H]2[C@H](C=1C=CC=NC1CC2)O (5R,6S)-6-((R)-5H-Imidazo[5,1-a]isoindol-5-yl)-5,6,7,8-tetrahydrochinolin-5-ol